C(C)(=O)OC[C@@H]1O[C@H](CCC1)Cl (2R,3S,4S,5R,6S)-2-(acetoxymethyl)-6-chlorotetrahydro-2H-pyran